Cl.C(C)OC(CCC(=O)N1CC2=CC(=C(C(=C2C1)F)OCCCOC=1C(=C2CNCC2=CC1OC)F)OC)=O Ethyl-4-(4-fluoro-5-(3-((4-fluoro-6-methoxyisoindolin-5-yl)oxy)propoxy)-6-methoxyisoindolin-2-yl)-4-oxobutanoate hydrochloride